tert-butyl 3-[5-cyano-7-(2-methoxy-4,6-dimethyl-phenyl)-1,8-naphthyridin-2-yl]piperidine-1-carboxylate C(#N)C1=C2C=CC(=NC2=NC(=C1)C1=C(C=C(C=C1C)C)OC)C1CN(CCC1)C(=O)OC(C)(C)C